2-methyl-8-phenoxyimidazo[1,2-b]pyridazin CC=1N=C2N(N=CC=C2OC2=CC=CC=C2)C1